1-(3-cyclopropylmethoxy-4-difluoromethoxyphenyl)but-2-yn-1-ol C1(CC1)COC=1C=C(C=CC1OC(F)F)C(C#CC)O